C1(CCC1)OC1=C(C(=C(C(=O)O)C(=C1)C=CC1=CC=C(C=C1)F)O)CC=C(C)C 4-(cyclobutoxy)-6-(4-fluorostyryl)-2-hydroxy-3-(3-methylbut-2-en-1-yl)benzoic acid